C1(=C(C(=CC(=C1)C)C)N1C(N(C=C1)C1=C(C=C(C=C1C)C)C)=[Ni])C (1,3-dimesityl-2,3-dihydro-1h-imidazol-2-ylidene)nickel